rel-(4aR,8aS)-octahydro-1H-pyrido[3,4-b][1,4]oxazine N1[C@@H]2[C@H](OCC1)CNCC2 |o1:1,2|